C(CCC)C1(SC2=C(C(=N1)Cl)C=CC=C2)C 2-butyl-4-chloro-2-methyl-2H-benzo[e][1,3]thiazine